CNC1=NC(=NC=C1C(F)(F)F)NC1=CC2=CN(N=C2C=C1)C N4-methyl-N2-(2-methyl-2H-indazol-5-yl)-5-(trifluoromethyl)pyrimidine-2,4-diamine